ClC=1N=C2N(N=CC(=C2C(C)C)NC(=O)NC2=CC(=NN2C)OC(F)F)C1 N-(2-chloro-8-(propan-2-yl)imidazo[1,2-b]pyridazin-7-yl)-N'-(3-(difluoromethoxy)-1-methyl-1H-pyrazol-5-yl)urea